ClC=1C=C(C=2NC(NC(C2N1)=O)=O)C1=CC=CC=C1 6-chloro-8-phenylpyrido[3,2-d]pyrimidine-2,4(1H,3H)-dione